Cl.C1(CC1)COC=1C=C(C=C(C1)OC)[C@@H](C)NC(C1=C(C=CC(=C1)N1C[C@H]2CC[C@@H](C1)N2)C)=O N-[(1R)-1-[3-(cyclopropylmethoxy)-5-methoxy-phenyl]ethyl]-5-[(1R,5S)-3,8-diazabicyclo[3.2.1]oct-3-yl]-2-methyl-benzamide hydrochloride